5-[(2,6-Di-tert-butylphenoxypropylthio)methyl]oxazol-2(3H)-one C(C)(C)(C)C1=C(OCCCSCC2=CNC(O2)=O)C(=CC=C1)C(C)(C)C